tert-butyl ((5-(3-(dimethylamino)azetidin-1-yl)-6-methoxybenzo[d]thiazol-2-yl)methyl)carbamate CN(C1CN(C1)C=1C(=CC2=C(N=C(S2)CNC(OC(C)(C)C)=O)C1)OC)C